CC(C)(OC(NCCOCCOCCOCCOCCC(=O)N[C@@H](C(C)C)C(=O)N[C@@H](C)C(=O)OCC1=CC=CC=C1)=O)C benzyl N-(2,2-dimethyl-4,20-dioxo-3,8,11,14,17-pentaoxa-5-azaicosan-20-yl)-L-valyl-L-alaninate